methyl 2-((2,5-dimethylbenzyl)oxy)-5-(4-(2,3-dimethylphenyl)piperazin-1-yl)benzoate CC1=C(COC2=C(C(=O)OC)C=C(C=C2)N2CCN(CC2)C2=C(C(=CC=C2)C)C)C=C(C=C1)C